3-aminopropyl-triisobutoxysilane benzyl-3-((6-methoxypyridin-3-yl)methyl)-5-methyl-4-oxo-3,4,5,6,8,9-hexahydro-7H-pyrido[4',3':4,5]pyrrolo[2,3-d]pyridazine-7-carboxylate C(C1=CC=CC=C1)OC(=O)N1CC2=C(C3=C(C(N(N=C3)CC=3C=NC(=CC3)OC)=O)N2C)CC1.NCCC[Si](OCC(C)C)(OCC(C)C)OCC(C)C